N[C@@H](CC1=CC=CC=C1)C(=O)OC(CCCCCCCCCCC)CCCCCCCCCCC tricosan-12-yl L-phenylalaninate